ethyl 3-(4,4,5,5-tetramethyl-1,3,2-dioxaborolan-2-yl)prop-2-enoate CC1(OB(OC1(C)C)C=CC(=O)OCC)C